2-(dodecylthiocarbonylthio)-2-methylpropanamide C(CCCCCCCCCCC)C(=S)SC(C(=O)N)(C)C